N1=CC=C(C=C1)NC=1C=C(C=CC1)NC(C1=CC(=CC=C1)NC1=CC=NC2=CC=CC=C12)=O N-(3-(pyridin-4-ylamino)phenyl)-3-(quinolin-4-ylamino)benzamide